COC1(CC(C1)(C1=NN=CN1C)C=1C=C(C=CC1)N1CC2=C(C=C(C=C2C1=O)CN(C(OC(C)(C)C)=O)C1(CCC1)C)C(F)(F)F)C tert-butyl ((2-(3-(3-methoxy-3-methyl-1-(4-methyl-4H-1,2,4-triazol-3-yl)cyclobutyl)phenyl)-3-oxo-7-(trifluoromethyl)isoindolin-5-yl)methyl)(1-methylcyclobutyl)carbamate